(2-{3-[2-(3,3-difluoropyrrolidin-1-yl)ethoxy]phenyl}ethyl)methylcarbamic acid tert-butyl ester C(C)(C)(C)OC(N(C)CCC1=CC(=CC=C1)OCCN1CC(CC1)(F)F)=O